CC=1C(C(CC1)C)=O 2,5-dimethyl-2-cyclopenten-1-one